N-cyclopropyl-2-(5-(trifluoromethyl)-1,2,4-oxadiazol-3-yl)-6,7-dihydrothieno[3,2-c]pyridine-5(4H)-carboxamide C1(CC1)NC(=O)N1CC2=C(CC1)SC(=C2)C2=NOC(=N2)C(F)(F)F